C1(C(CCCC1)C(=O)OCCCCCCC(C)C)C(=O)OCCCCCCC(C)C diisononyl 1,2-cyclohexane-dicarboxylate